C(#N)[C@@]1(C(N(C[C@H]1C)C=1C=2N(C=C(N1)C=1C=C3C(=NC1)N(CC3)C(=O)OC(C)(C)C)N=CC2)=O)C2CC2 tert-butyl 5-(4-((3R,4S)-3-cyano-3-cyclopropyl-4-methyl-2-oxopyrrolidin-1-yl)pyrazolo[1,5-a]pyrazin-6-yl)-2,3-dihydro-1H-pyrrolo[2,3-b]pyridine-1-carboxylate